C1C(CC12CCCC2)C=2C=1C(N3CCNCC(OC4=CC=NC(NS(C(=CC2)C1)(=O)=O)=N4)C3)=O {spiro[3.4]octan-2-yl}-15-oxa-8λ6-thia-1,9,11,18,22-pentaazatetracyclo[14.4.1.13,7.110,14]tricosa-3(23),4,6,10(22),11,13-hexaene-2,8,8-trione